Methyl 5-(5-chloro-2-{[(3S)-3-(hydroxymethyl)-3,4-dihydroisoquinolin-2(1H)-yl]carbonyl}phenyl)-1,2-dimethyl-1H-pyrrole-3-carboxylate ClC=1C=CC(=C(C1)C1=CC(=C(N1C)C)C(=O)OC)C(=O)N1CC2=CC=CC=C2C[C@H]1CO